[1-[(2S)-2-Aminopropyl]-6-(3-chloro-1H-pyrazol-4-yl)indol-3-yl]-(6-chlorochroman-3-yl)methanone N[C@H](CN1C=C(C2=CC=C(C=C12)C=1C(=NNC1)Cl)C(=O)C1COC2=CC=C(C=C2C1)Cl)C